lauroyl laurate C(CCCCCCCCCCC)(=O)OC(CCCCCCCCCCC)=O